N-(3-methylbutan-2-yl)benzene-1,2-diamine CC(C(C)NC=1C(=CC=CC1)N)C